[Re](=O)(=O)([O-])[O-].[La+3].[Re](=O)(=O)([O-])[O-].[Re](=O)(=O)([O-])[O-].[La+3] lanthanum rhenate